NC=1N=CC(=NC1OCC1=C(C(=CC=C1F)F)Cl)C=1C=C(C=CC1)NS(=O)(=O)CCN(CC)CC 2-diethylamino-ethanesulfonic acid {3-[5-amino-6-(2-chloro-3,6-difluoro-benzyloxy)-pyrazin-2-yl]-phenyl}-amide